3-((7-bromo-2-(4-methoxybenzyl)-1,1-dioxo-3-oxo-2,3-dihydrobenzo[d]isothiazol-6-yl)oxy)-5-fluorobenzonitrile BrC1=C(C=CC=2C(N(S(C21)(=O)=O)CC2=CC=C(C=C2)OC)=O)OC=2C=C(C#N)C=C(C2)F